N1N=CC(=C1)C1=CC=C(C=C1)C(=O)C1=CC(=NC=C1)N1CC(CC1)N (4-(1H-pyrazol-4-yl)phenyl)(2-(3-aminopyrrolidin-1-yl)pyridin-4-yl)meth-anone